tert-butyl (4R)-4-[(1S,3R)-3-(hydroxymethyl)-2,2-dimethyl-cyclopropyl]-2,2-dimethyl-oxazolidine-3-carboxylate OC[C@H]1C([C@H]1[C@H]1N(C(OC1)(C)C)C(=O)OC(C)(C)C)(C)C